isodecanamide C(CCCCCCC(C)C)(=O)N